C(C)(C)(C)OC(=O)N1[C@H]2CC([C@@H](C1)C2)NCC2=CC=CC=C2 (1R,4R)-5-(benzylamino)-2-azabicyclo[2.2.1]heptane-2-carboxylic acid tert-butyl ester